3,14-dihydroxytetradecanoic acid OC(CC(=O)O)CCCCCCCCCCCO